ClC=1C(=C(C=CC1)NC1=NC=NC2=CC=C(C=C12)N(C1CN(C1)CC(=O)NC)C)F 2-(3-((4-((3-chloro-2-fluorophenyl)amino)quinazolin-6-yl)(methyl)amino)azetidin-1-yl)-N-methylacetamide